ClC=1C(=C(C=CC1F)C(N[S@](=O)C(C)(C)C)C=1C=NC(=CC1)C(C)(F)F)F (R)-N-((3-chloro-2,4-difluorophenyl)(6-(1,1-difluoroethyl)pyridin-3-yl)methyl)-2-methylpropan-2-sulfinamide